C1(CCCC1)/C=C/B(O)O (E)-(2-CYCLOPENTYLETHENYL)BORONIC ACID